2'-(5-Chloro-2-hydroxyphenyl)-1',3-dimethyl-1-phenyl-3'H-spiro[pyrazole-4,9'-pyrazolo[1,2-a]indazole]-3',5(1H)-dione ClC=1C=CC(=C(C1)C1=C(N2N(C=3C=CC=CC3C23C(=NN(C3=O)C3=CC=CC=C3)C)C1=O)C)O